N1=CC=C(C=C1)CN1N=C2C3=C(CC4(C2=C1)CC4)OC(=C3C(F)(F)F)C(=O)NC[C@H]3OCCC3 2'-(Pyridin-4-ylmethyl)-N-[(2S)-tetrahydrofuran-2-ylmethyl]-8'-(trifluoromethyl)-2',5'-dihydrospiro[cyclopropan-1,4'-furo[2,3-g]indazol]-7'-carboxamide